(2R,5S)-5-(4-chlorobenzyl)-4-(4-(1-ethyl-5-methyl-1H-pyrazol-3-yl)cyclohexyl)morpholine-2-carboxylic acid hydrochloride Cl.ClC1=CC=C(C[C@H]2CO[C@H](CN2C2CCC(CC2)C2=NN(C(=C2)C)CC)C(=O)O)C=C1